C(CCCCCCCCCCCCCCC)NC(C=C)=O N-palmityl-acrylamide